N2-[4-[4-(methylamino)-1-piperidyl]phenyl]-N4-[2-(6-methyl-2-pyridyl)pyrimidin-4-yl]pyrimidine-2,4-diamine CNC1CCN(CC1)C1=CC=C(C=C1)NC1=NC=CC(=N1)NC1=NC(=NC=C1)C1=NC(=CC=C1)C